4-(3-chloro-4-fluorophenoxy)-7-(trifluoromethylsulfonyl)-1H-indazole ClC=1C=C(OC2=C3C=NNC3=C(C=C2)S(=O)(=O)C(F)(F)F)C=CC1F